7-(thiophene-2-carboxamido)-5-thia-1-azabicyclo[4.2.0]oct-2-ene-2-carboxylic acid S1C(=CC=C1)C(=O)NC1C2SCC=C(N2C1)C(=O)O